CC=1C=C(C=C(C1)C)C(C(=O)OCC)(F)F ethyl 2-(3,5-dimethylphenyl)-2,2-difluoroacetate